2-(3-methylisoxazol-5-yl)-N-(5-((1S,3R)-3-((6-methyl-pyridazin-3-yl)oxy)cyclopentyl)-1H-pyrazol-3-yl)acetamide CC1=NOC(=C1)CC(=O)NC1=NNC(=C1)[C@@H]1C[C@@H](CC1)OC=1N=NC(=CC1)C